tert-butyl (2R)-2-[[2-(2-methylpyrazol-3-yl)pyrimidin-5-yl]carbamoyl]azepane-1-carboxylate CN1N=CC=C1C1=NC=C(C=N1)NC(=O)[C@@H]1N(CCCCC1)C(=O)OC(C)(C)C